FC1=C(C(=CC2=C1C[C@@H](O2)CNCC2CC(C2)C2=CC=CC=C2)O)N2CC(NS2(=O)=O)=O 5-[(2R)-4-fluoro-6-hydroxy-2-({[(3-phenylcyclobutyl)methyl]amino}methyl)-2,3-dihydro-1-benzofuran-5-yl]-1λ6,2,5-thiadiazolidine-1,1,3-trione